CC1=C(NCC#CC2=CC=CC=C2)C=CC=C1 2-methyl-N-(3-phenylprop-2-yn-1-yl)aniline